C1(CC1)C#CC=1C=C(CC2N(CCC2NS(=O)(=O)CC)C(C(C)(C)O)=O)C=CC1 N-(2-(3-(cyclopropylethynyl)benzyl)-1-(2-hydroxy-2-methylpropanoyl)pyrrolidin-3-yl)ethanesulfonamide